[Cl-].[Cl-].[Cl-].C1(C=CC2=CC=CC=C12)[Ti+3] (indenyl)titanium (IV) trichloride